C(CCC)C1(CCC2C(CC(OC2C1)=O)C)C 7-butyl-4,7-dimethyloctahydro-2H-chromen-2-one